3-phenyl-5-[(pyrrolidin-1-yl)carbonyl]adamantane-1-carboxylic acid C1(=CC=CC=C1)C12CC3(CC(CC(C1)(C3)C(=O)N3CCCC3)C2)C(=O)O